CN1C(C=CC=C1CCCC=C)=O 1-methyl-6-(pent-4-en-1-yl)pyridin-2(1H)-one